1-(6-bromo-3-pyridinyl)-N,N-dimethyl-methylamine BrC1=CC=C(C=N1)CN(C)C